FC=1C=C(C=CC1F)C1=CC=2C(=NC=CC2)N1N1CSC=C1C(=O)[O-] 3-(3,4-difluorophenyl-1H-pyrrolo[2,3-b]pyridin-1-yl)thiazole-4-carboxylate